CC1=CC=C(C=C1)P(C1=C(C2=CC=CC=C2C=C1)C1=C(C=CC2=CC=CC=C12)P(C1=CC=C(C=C1)C)C1=CC=C(C=C1)C)C1=CC=C(C=C1)C (R)-(+)-2,2'-bis[bis-(4-methylphenyl)phosphino]-1,1'-binaphthyl